C(C)(C)(C)[S@@](=O)N[C@@H]1[C@H](OCC12CCN(CC2)C(=O)OC(C)(C)C)C tert-butyl (3R,4S)-4-(((R)-tert-butylsulfinyl) amino)-3-methyl-2-oxa-8-azaspiro[4.5]decane-8-carboxylate